2-bromobenzyl Bromide BrC1=C(CBr)C=CC=C1